3-amino-N-[4-[2-chloro-5-(4-methylpiperazin-1-yl)phenoxy]-6-(2-isopropylphenyl)pyrimidin-2-yl]benzenesulfonamide NC=1C=C(C=CC1)S(=O)(=O)NC1=NC(=CC(=N1)OC1=C(C=CC(=C1)N1CCN(CC1)C)Cl)C1=C(C=CC=C1)C(C)C